C(=O)O.NC1=NN=C(C2=CC(=CC=C12)C=1C(=CC(=C(C1)B(O)O)C)OC)C [5-(1-amino-4-methylphthalazin-6-yl)-4-methoxy-2-methylphenyl]boronic Acid Formic Acid Salt